(3R,4S,5S)-3-fluoro-1-(4-((5-isopropyl-8-((2R,3S)-2-methyl-3-((methylsulfonyl)meth-yl)azetidin-1-yl)isoquinolin-3-yl)amino)pyrimidin-2-yl)-5-methoxypiperidin-4-ol F[C@@H]1CN(C[C@@H]([C@@H]1O)OC)C1=NC=CC(=N1)NC=1N=CC2=C(C=CC(=C2C1)C(C)C)N1[C@@H]([C@H](C1)CS(=O)(=O)C)C